FC1=C(CN2[C@@H](CCC2=O)CC(=O)N[C@H](C(=O)NOC)C(C)C)C=CC=C1F (S)-2-(2-((S)-1-(2,3-Difluorobenzyl)-5-oxopyrrolidin-2-yl)acetamido)-N-methoxy-3-methylbutanamide